1-((3s,4r)-4-(3,4-difluorophenyl)-1-(2-methoxyethyl)pyrrolidin-3-yl)-3-(4-methyl-3-(2-(4-methylpiperazin-1-yl)ethoxy)-1-phenyl-1H-pyrazol-5-yl)urea tri-hydrochloride Cl.Cl.Cl.FC=1C=C(C=CC1F)[C@H]1[C@@H](CN(C1)CCOC)NC(=O)NC1=C(C(=NN1C1=CC=CC=C1)OCCN1CCN(CC1)C)C